ClC=1N=C(C=2CCN(CC2C1C#N)CC1=CC(=NC=C1)OCC(F)F)NCC#N 3-chloro-1-[(cyanomethyl)amino]-6-{[2-(2,2-difluoroethoxy)pyridin-4-yl]methyl}-5,6,7,8-tetrahydro-2,6-naphthyridine-4-carbonitrile